ClC1=C(C=NNC1=O)CCCN1CC2(C1)CC(C2)OC2=CC=C1C=NN(C1=C2C)C 5-chloro-4-[3-[6-(1,7-dimethylindazol-6-yl)oxy-2-azaspiro[3.3]heptan-2-yl]propyl]-1H-pyridazin-6-one